Methyl-(S,E)-(1-((1-((5-fluoro-7-(3,3,3-trifluoropropyl)-1H-benzo[d]imidazol-2-yl)methyl)-6-oxo-1,6-dihydropyrimidin-5-yl)amino)-7-(methylamino)-1,7-dioxohept-5-en-2-yl)carbamat COC(N[C@H](C(=O)NC1=CN=CN(C1=O)CC1=NC2=C(N1)C(=CC(=C2)F)CCC(F)(F)F)CC\C=C\C(=O)NC)=O